tris-carbonylimidazolide C(=O)=C1C(NC([N-]1)=C=O)=C=O